tert-butyl (3aR,8aS)-8,8a-dihydroindeno[1,2-d][1,2,3]oxathiazole-3(3aH)-carboxylate 2,2-dioxide O1S(N([C@H]2[C@@H]1CC=1C=CC=CC12)C(=O)OC(C)(C)C)(=O)=O